N1(CCC1)C1=CC=C2C3(CC=4C(=NOC4C2=C1)C=1C(=C(C(=CC1C(=O)N1CCNC2CC2C1)OC)S(=O)(=O)N)OC)CC3 (8'-(azetidin-1-yl)-4'H-spiro[cyclopropane-1,5'-naphtho[2,1-d]isoxazol]-3'-yl)-4-(2,5-diazabicyclo[5.1.0]octane-5-carbonyl)-2,6-dimethoxybenzenesulfonamide